C1(=CC=C(C=C1)C1=NN(C(=C1)N)C1=CC=CC=C1)C1=CC=CC=C1 3-([1,1'-biphenyl]-4-yl)-1-phenyl-1H-pyrazol-5-amine